2,4-dimethyl-chalcone CC1=C(C=CC(=C1)C)\C=C\C(=O)C1=CC=CC=C1